5-chloro-N-[2,4-difluoro-3-(2-[2-methylpyrazolo[4,3-b]pyridin-5-yl]ethynyl)phenyl]-2-methoxypyridine-3-sulfonamide ClC=1C=C(C(=NC1)OC)S(=O)(=O)NC1=C(C(=C(C=C1)F)C#CC=1C=CC=2C(N1)=CN(N2)C)F